FC1=C(C=CC(=C1)I)NC1=C(C=2C(=NC=CC2)S1)C(=O)N1CCN(CC1)C N-(2-fluoro-4-iodophenyl)-3-[(4-methylpiperazin-1-yl)carbonyl]thieno[2,3-b]pyridin-2-amine